2-((5-(5-(difluoromethyl)-1,3,4-oxadiazol-2-yl)pyridin-2-yl)methyl)-7-(4-isobutylpiperazin-1-yl)-4,4-dimethylisoquinoline-1,3(2H,4H)-dione FC(C1=NN=C(O1)C=1C=CC(=NC1)CN1C(C2=CC(=CC=C2C(C1=O)(C)C)N1CCN(CC1)CC(C)C)=O)F